5-chloro-6-ethoxy-N-[(4-methoxypyrimidin-5-yl)methyl]pyridine-3-carboxamide ClC=1C=C(C=NC1OCC)C(=O)NCC=1C(=NC=NC1)OC